C[C@@H]1CN(C(=CC1)C=1C=CC2=C(N=C(O2)C)C1)C(=O)OC(C)(C)C tert-butyl (3S)-3-methyl-6-(2-methyl-1,3-benzoxazol-5-yl)-3,4-dihydro-2H-pyridine-1-carboxylate